ClC=1C=NC(=C(C(=O)NC2=CC(=CC=C2)S(=O)(=N)C)C1C)OC1=C(C=C(C=C1)F)C 5-chloro-2-(4-fluoro-2-methylphenoxy)-4-methyl-N-(3-(S-methylsulfonimidoyl)phenyl)nicotinamide